C[C@H]1CN(C[C@H](N1)C)C1=C2C=CC=NC2=C(C=N1)C(=O)NC=1C=C(C=2N(C1)C=C(N2)C)F 5-[(3S,5R)-3,5-dimethylpiperazin-1-yl]-N-(8-fluoro-2-methyl-imidazo[1,2-a]pyridin-6-yl)-1,6-naphthyridine-8-carboxamide